COC=1C=NC=2C=CC(=C(C2N1)C#N)NC1=CC(=C(C=C1)NCC1=CC=C(C=C1)OC)OC 3-methoxy-6-((3-methoxy-4-((4-methoxybenzyl)amino)phenyl)amino)quinoxaline-5-carbonitrile